2-{3-[(2R,6S)-2,6-Dimethylmorpholin-4-carbonyl]-5,6-dihydrocyclopenta[c]pyrazol-1(4H)-yl}-1-[4-(4-methylphenoxy)piperidin-1-yl]ethan-1-on C[C@@H]1CN(C[C@@H](O1)C)C(=O)C=1C2=C(N(N1)CC(=O)N1CCC(CC1)OC1=CC=C(C=C1)C)CCC2